CN(C)CCNCCC(=O)O Dimethylaminoethyl-β-Alanine